BrC1=CC=CC=2C=3N(C(=NC12)N[C@H]1C(NCCCC1)=O)N=C(N3)C=3C(=NN(C3)CC)C (3R)-3-{[7-bromo-2-(1-ethyl-3-methyl-1H-pyrazol-4-yl)[1,2,4]triazolo[1,5-c]quinazolin-5-yl]amino}azepan-2-one